[N+](=O)([O-])C1=CC=C(C=C1)SCCC(C#N)C#N [2-(4-nitrophenyl)sulfanylethyl]malononitrile